3-(3-Benzyl-3H-imidazo[4,5-b]pyridin-2-yl)-N-(4-methoxy-benzyl)-propionamide C(C1=CC=CC=C1)N1C(=NC=2C1=NC=CC2)CCC(=O)NCC2=CC=C(C=C2)OC